(R,E)-3-(4-(5-(5-((4,6-difluoro-1H-indol-5-yl)oxy)-2-fluorophenyl)-1-methyl-1H-1,2,4-triazol-3-yl)-4-methylchroman-8-yl)acrylic acid FC1=C2C=CNC2=CC(=C1OC=1C=CC(=C(C1)C1=NC(=NN1C)[C@@]1(CCOC2=C(C=CC=C12)/C=C/C(=O)O)C)F)F